(4-(piperazin-1-yl)phenyl)-5-(tolyl)imidazo[1,2-a]pyrazin-8-amine N1(CCNCC1)C1=CC=C(C=C1)C=1N=C2N(C(=CN=C2N)C2=C(C=CC=C2)C)C1